O[C@@H](CCONC1=C(NC2=CC=CC=C12)C=1CN=C2C=CC=CC12)CO 3-({[(3S)-3,4-dihydroxybutyl]oxy}amino)-1H,2'H-2,3'-biindol